1-(4-(4-chloro-2,6-dimethylphenyl)-5-(isopropylthio)thiazol-2-yl)-4-(3-fluorophenyl)-3-methyl-1H-pyrazole-5-carboxylic acid ClC1=CC(=C(C(=C1)C)C=1N=C(SC1SC(C)C)N1N=C(C(=C1C(=O)O)C1=CC(=CC=C1)F)C)C